C(C)(C)N1N=C(C(=C1C)O)C1=CC(=CC=C1)SCC 1-isopropyl-3-(3-(ethylthio)phenyl)-5-methylpyrazole-4-ol